2,4,6-trimethoxybromo-benzene COC1=C(C(=CC(=C1)OC)OC)Br